tert-butyl N-[[rel-(1S,2S)-2-formylcyclopropyl]methyl]carbamate C(=O)[C@@H]1[C@H](C1)CNC(OC(C)(C)C)=O |o1:2,3|